C(C)C1=CC(=NN1)NC1=NC(=NC2=CC(=C(C=C12)OC)OCCCN1CCCC1)N1CCOCC1 N-(5-ethyl-1H-pyrazol-3-yl)-6-methoxy-2-morpholino-7-(3-(pyrrolidin-1-yl)propoxy)quinazolin-4-amine